1-(2,3-Difluorophenyl)isoindoline FC1=C(C=CC=C1F)C1NCC2=CC=CC=C12